CCCCC/C=C\C/C=C\C/C=C\CCCCC(=O)OC[C@H](COP(=O)(O)OC[C@@H](C(=O)O)N)OC(=O)CCCCCCC/C=C\C/C=C\CCCC 1-(6Z,9Z,12Z-octadecatrienoyl)-2-(9Z,12Z-heptadecadienoyl)-glycero-3-phosphoserine